FC1=CC=C(C=C1)C1=NN2C(CN(CC2)C(C#CC)=O)=C1C1=CC=NC=C1 1-[2-(4-fluorophenyl)-3-(pyridin-4-yl)-6,7-dihydropyrazolo[1,5-a]pyrazin-5(4H)-yl]but-2-yn-1-one